C1(=CC=CC=C1)CCC=1N=C(SC1C(=O)N)NC=1N=NC(=CC1)C1=CC=CC=C1 (2-phenylethyl)-2-[(6-phenylpyridazin-3-yl)amino]-1,3-thiazole-5-carboxamide